tertbutyl 6-hydroxy-2-azaspiro[3.4]octane-2-carboxylate OC1CC2(CN(C2)C(=O)OC(C)(C)C)CC1